COC(NC1=CC=C2C3=CNC([C@H](C/C=C/CCC(NC2=C1)=O)NC(=O)OC(C)(C)C)=N3)=O ((E)-(S)-15-tert-Butoxycarbonylamino-9-oxo-8,17,19-triaza-tricyclo[14.2.1.02,7]nonadeca-1(18),2,4,6,12,16(19)-hexaen-5-yl)-carbamic acid methyl ester